benzanthracene-4-boronic acid C1=CC=C(C=2C=CC=3C=C4C=CC=CC4=CC3C21)B(O)O